3,5-dibromo-4-(trifluoromethyl)pyridin-2-amine BrC=1C(=NC=C(C1C(F)(F)F)Br)N